2-[2-(4-amino-piperidin-1-yl)-4-(4-cyano-3-fluoro-phenyl)-5-(4-methoxy-phenyl)-6-oxo-6H-pyrimidin-1-yl]-acetamide NC1CCN(CC1)C=1N(C(C(=C(N1)C1=CC(=C(C=C1)C#N)F)C1=CC=C(C=C1)OC)=O)CC(=O)N